[2H]C(C(C(OS(=O)(=O)C1=CC=C(C=C1)C)([2H])[2H])([2H])[2H])([2H])OS(=O)(=O)C1=CC=C(C=C1)C [1,1,2,2,3,3-Hexadeuterio-3-(p-tolylsulfonyloxy)propyl]4-methylbenzenesulfonate